N-(2-(4-(4-cyclobutylpiperazine-1-yl)piperidine-1-yl)-5-((6-((R)-3-(3-ethynylphenyl)-isoxazolidine-2-yl)pyrimidine-4-yl)amino)-4-methoxyphenyl)acrylamide C1(CCC1)N1CCN(CC1)C1CCN(CC1)C1=C(C=C(C(=C1)OC)NC1=NC=NC(=C1)N1OCC[C@@H]1C1=CC(=CC=C1)C#C)NC(C=C)=O